Bis(methacryloyloxymethyl)tricyclo[5.2.1.02,6]decan C(C(=C)C)(=O)OCC12C3(CCC(C2CCC1)C3)COC(C(=C)C)=O